10-Methyl-3-(2-methyloctan-2-yl)-6,7,8,9,10,11-hexahydrobenzo[d][1]benzoxepin-1-ol CC1CC2=C(CCOC=3C2=C(C=C(C3)C(C)(CCCCCC)C)O)CC1